naphthyl(naphthylphenyl)anthracene-d19 C1(=CC=CC2=CC=CC=C12)C1(C(C(C(C2(C(C3(C(C(C(C(C3=C(C12)C1=C(C=CC=C1)C1=CC=CC2=CC=CC=C12)([2H])[2H])([2H])[2H])([2H])[2H])([2H])[2H])[2H])([2H])[2H])[2H])([2H])[2H])([2H])[2H])([2H])[2H])[2H]